N-(butylsulfonyl)-O-(4-piperidinyl)-L-tyrosine C(CCC)S(=O)(=O)N[C@@H](CC1=CC=C(C=C1)OC1CCNCC1)C(=O)O